NC1=NC=2C=CC(=CC2C2=C1N=CN2CC(C)C)C=2C=C(C=CC2)C(C)=O 1-{3-[4-amino-1-(2-methylpropyl)-1H-imidazo[4,5-c]quinolin-8-yl]phenyl}ethanone